potassium (2R,3S,5R)-5-(2-amino-1,9-dihydro-6H-purin-6-one-9-yl)-3-hydroxytetrahydrofuran NC=1NC(C=2N=CN(C2N1)[C@H]1C[C@@H](CO1)O)=O.[K]